FC(S(=O)(=O)NC1=C(C=CC=C1)C1=CC=C2[C@H]([C@@H](COC2=C1)CC=1SC=CC1)O)(F)F 1,1,1-Trifluoro-N-{2-[(3R,4S)-4-hydroxy-3-(thiophen-2-ylmethyl)-3,4-dihydro-2H-chromen-7-yl]phenyl}methansulfonamid